1-(5-Chloropyrazin-2-yl)-3-[(3R)-1-[2'-(dimethylphosphoryl)-2,3-difluoro-[1,1'-biphenyl]-4-yl]-2-oxopiperidin-3-yl]urea ClC=1N=CC(=NC1)NC(=O)N[C@H]1C(N(CCC1)C1=C(C(=C(C=C1)C1=C(C=CC=C1)P(=O)(C)C)F)F)=O